Ethyl 7-chloro-1-(4-(morpholinomethyl)phenyl)-1,4-dihydrothiochromeno[4,3-c]pyrazole-3-carboxylate 5,5-dioxide ClC=1C=CC2=C(C1)S(CC1=C2N(N=C1C(=O)OCC)C1=CC=C(C=C1)CN1CCOCC1)(=O)=O